L-isoleucyl phosphoramidate P(OC([C@@H](N)[C@@H](C)CC)=O)([O-])(=O)N